tert-butyl N-{[5-(2-fluorophenyl)-1-{[5-(4-methyl-1H-pyrazol-1-yl) pyridin-3-yl] sulfonyl}-1H-pyrrol-3-yl] methyl}-N-methylcarbamate FC1=C(C=CC=C1)C1=CC(=CN1S(=O)(=O)C=1C=NC=C(C1)N1N=CC(=C1)C)CN(C(OC(C)(C)C)=O)C